O1C(CCC1([2H])[2H])=O Dihydrofuran-2(3H)-one-5,5-d2